C(CCC)C1=NC2(C(N1)=O)CCCC2 2-butyl-1,3-diazaspiro-[4.4]Non-1-en-4-one